CC=1C=C(C=CC1)SCCC(=O)O 3-(m-Methylphenylthio)propionic acid